BrC=1C=C(C=CC1)[C@H](C1=CN=C(N1)C=1C=C(OC=2C(=C3C=CN(C3=CC2F)S(=O)(=O)C2=CC=C(C)C=C2)CCSCCCC(=O)OC)C=CC1F)N[S@](=O)C(C)(C)C Methyl 4-((2-(5-(3-(5-((R)-(3-bromophenyl)(((R)-tert-butylsulfinyl)amino)-methyl)-1H-imidazol-2-yl)-4-fluorophenoxy)-6-fluoro-1-tosyl-1H-indol-4-yl)ethyl)thio)butanoate